CC=1N=C2N(C=C(C=C2C)C2=CC3=C(N=C(S3)C3CCNCC3)C=C2)C1 6-(2,8-Dimethylimidazo[1,2-a]pyridin-6-yl)-2-(piperidin-4-yl)-1,3-benzothiazol